[4-[[4-Fluoro-3-(trifluoromethyl)phenoxy]methyl]-1-piperidyl]-[(3S)-3-(4H-1,2,4-triazol-3-yl)pyrrolidin-1-yl]methanone FC1=C(C=C(OCC2CCN(CC2)C(=O)N2C[C@H](CC2)C2=NN=CN2)C=C1)C(F)(F)F